(S)-1,1,1-trifluoropropan-2-amine FC([C@H](C)N)(F)F